pyridazin-3-ylazetidine-1-carboxylic acid tert-butyl ester C(C)(C)(C)OC(=O)N1C(CC1)C=1N=NC=CC1